1-Ethyl 2-[3-[tert-butoxycarbonyl(methyl)amino]propoxy]acetate C(C)(C)(C)OC(=O)N(CCCOCC(=O)OCC)C